CC=1SC=C(N1)C(=O)NCC1=NOCC1 3-((2-methylthiazole-4-carboxamido)methyl)-4,5-dihydroisoxazole